C(C)(C)(C)N(C(O)=O)C=1C=NC(=C(C1)CC=C)C1=CC=CC=C1.OB1N(N=CC2=C1C=CC=C2)C(=O)C=2C=C(C=CC2)S(=O)(=O)N 3-(1-hydroxy-1,2-dihydrobenzo[d][1,2,3]-diazaborinine-2-carbonyl)benzenesulfonamide Tert-butyl-(5-allyl-6-phenylpyridin-3-yl)carbamate